2-trifluoromethyl-p-Phenylenediamine C1=CC(=C(C=C1N)C(F)(F)F)N